Cl.FC1=CC(=CC2=C1N=C(S2)C2CCNCC2)C=2C=CC=1C(N2)=CN(N1)C 5-[4-Fluoro-2-(piperidin-4-yl)-1,3-benzothiazol-6-yl]-2-methyl-2H-pyrazolo[4,3-b]pyridin-Hydrochlorid